1-(3-benzylphenyl)-3-(1-cyanopyrrolidin-3-yl)urea C(C1=CC=CC=C1)C=1C=C(C=CC1)NC(=O)NC1CN(CC1)C#N